N,N-dimethyl-N-(2-methacryloxyethyl)-N-(3-sulfopropyl)ammonium C[N+](CCCS(=O)(=O)O)(CCOC(C(=C)C)=O)C